C(C1=CC=CC=C1)OC(=O)NC(=N)C1=CC=C(CNC(=O)[C@H]2N(CC2)C(=O)OC(C)(C)C)C=C1 tert-butyl (S)-2-((4-(N-((benzyloxy)carbonyl)carbamimidoyl)benzyl)carbamoyl)azetidine-1-carboxylate